BrC1=CC(=C(C=N1)C(=O)OC)OC1CC1 methyl 6-bromo-4-cyclopropoxypyridine-3-carboxylate